N,N'-bis(3-aminophenyl)biphenyl-4,4'-diamine NC=1C=C(C=CC1)NC1=CC=C(C=C1)C1=CC=C(C=C1)NC1=CC(=CC=C1)N